C(C)(C)C=1N=C(SC1)NC(N(C)C1=CC=2OC(C(=CC2S1)C(=O)O)=O)=O 2-(3-(4-isopropylthiazol-2-yl)-1-methylureido)-5-oxo-5H-thieno[3,2-b]pyran-6-carboxylic acid